N=1C=CN2N=C(C=CC21)C2=CNC1=NC=C(C=C12)C(=O)N1CC=2N(CC1)C=C(N2)C (3-(imidazo[1,2-b]pyridazin-6-yl)-1H-pyrrolo[2,3-b]pyridin-5-yl)(2-methyl-5,6-dihydroimidazo[1,2-a]pyrazin-7(8H)-yl)methanone